BrC=1C(=NC(=NC1)NC1=CC=C2CCN(CC2=C1)CCC(N)=O)NC1=C(C(=O)NC)C=CC=C1 2-{5-bromo-2-[2-(2-carbamoyl-ethyl)-1,2,3,4-tetrahydro-isoquinolin-7-ylamino]-pyrimidin-4-ylamino}-N-methyl-benzamide